NC(CCC)[N+]1=CC(=CC=C1)C(N)=O 1-aminobutyl-3-carbamoylpyridinium